FC=1C(=C(C=CC1)S(=O)(=O)N1[C@H]([C@H](CCC1)C(=O)NC1=CC(=C(C=C1)C)C(F)(F)F)C1=CC=C(C=C1)NC1CCCC1)C (2R,3S)-1-((3-fluoro-2-methylphenyl)sulfonyl)-2-(4-(cyclopentylamino)phenyl)-N-(4-methyl-3-(trifluoromethyl)phenyl)piperidine-3-carboxamide